2-(trifluoromethyl)-6,7-dihydro-5H-cyclopenta[b]pyridin-4-amine FC(C1=CC(=C2C(=N1)CCC2)N)(F)F